N-[3-(6-chloro-5-fluoro-4-formyl-1-hydroxy-2,7-naphthyridin-3-yl)oxetan-3-yl]-N,2-dimethyl-propane-2-sulfinamide ClC=1C(=C2C(=C(N=C(C2=CN1)O)C1(COC1)N(S(=O)C(C)(C)C)C)C=O)F